N-(3-bromobenzyl)-5-nitro-1H-benzo[d]imidazole-2-carboxamide BrC=1C=C(CNC(=O)C2=NC3=C(N2)C=CC(=C3)[N+](=O)[O-])C=CC1